C(#C)[C@]1([C@H](C[C@@H](O1)N1C=NC=2C(N)=NC=NC12)O)CO 4'-ethynyl-2'-deoxyadenosine